3-(6-oxo-1'-(2-(pyridin-2-ylmethoxy)benzyl)-6,8-dihydro-2H,7H-spiro[furo[2,3-e]isoindole-3,4'-piperidin]-7-yl)piperidine-2,6-dione O=C1N(CC2=C3C(=CC=C12)C1(CCN(CC1)CC1=C(C=CC=C1)OCC1=NC=CC=C1)CO3)C3C(NC(CC3)=O)=O